(2R)-2-(6-{5-chloro-2-[(morpholin-4-yl)amino]pyrimidin-4-yl}-1-oxo-2,3-dihydro-1H-isoindol-2-yl)-N-[(1S)-2-hydroxy-1-(3-methylphenyl)ethyl]propionamide ClC=1C(=NC(=NC1)NN1CCOCC1)C1=CC=C2CN(C(C2=C1)=O)[C@@H](C(=O)N[C@H](CO)C1=CC(=CC=C1)C)C